3-azaspiro[5.5]undecan-9-yn C1CNCCC12CCC#CC2